isopropylcarbonate C(C)(C)OC([O-])=O